(Z)-6-((2-(2,6-dioxopiperidin-3-yl)-1-oxoisoindolin-4-yl)thio)-N-(2-(4-(1,2-diphenylbut-1-en-1-yl)phenoxy)ethyl)-N-methylhexanamide O=C1NC(CCC1N1C(C2=CC=CC(=C2C1)SCCCCCC(=O)N(C)CCOC1=CC=C(C=C1)\C(=C(\CC)/C1=CC=CC=C1)\C1=CC=CC=C1)=O)=O